isopropyl trans-N-[4-[5-(2-methylsulfamoylphenyl)thiazol-2-yl]cyclohexyl]carbamate CNS(=O)(=O)C1=C(C=CC=C1)C1=CN=C(S1)[C@@H]1CC[C@H](CC1)NC(OC(C)C)=O